C(C1=CC=CC=C1)N(C1=CC(=CC=C1)C)C N-benzyl-N-methyl-m-toluidine